S1C(=CC=C1)S(=O)(=O)NC1=CC2=C(N=C(S2)NC(=O)C2CCCCC2)C=C1 N-(6-(thiophene-2-sulfonamido)benzo[d]thiazol-2-yl)cyclohexanecarboxamide